dimethyl 5-(4,4,5,5-tetramethyl-1,3,2-dioxaborolan-2-yl)isophthalate CC1(OB(OC1(C)C)C=1C=C(C=C(C(=O)OC)C1)C(=O)OC)C